2-(2-(2,2-difluoroethoxy)phenyl)-4,4,5,5-tetramethyl-1,3,2-dioxaborolan FC(COC1=C(C=CC=C1)B1OC(C(O1)(C)C)(C)C)F